2-[(6-hexylquinolin-2-yl)(methyl)amino]acetic acid C(CCCCC)C=1C=C2C=CC(=NC2=CC1)N(CC(=O)O)C